t-butyl-N-(2-[4-[(5-benzyl-6-chloropyridazin-3-yl)oxy]-3,5-dichlorophenyl]-3,5-dioxo-4H-1,2,4-triazin-6-yl)carbamate C(C)(C)(C)OC(NC=1C(NC(N(N1)C1=CC(=C(C(=C1)Cl)OC=1N=NC(=C(C1)CC1=CC=CC=C1)Cl)Cl)=O)=O)=O